oxydi-2,1-phenylenebis(diphenylphosphine) O(C1=C(C=CC=C1)P(C1=CC=CC=C1)C1=CC=CC=C1)C1=C(C=CC=C1)P(C1=CC=CC=C1)C1=CC=CC=C1